(3-fluoro-5-(1-(3-fluorophenyl)-1H-pyrazol-4-yl)phenyl)methylamine hydrochloride Cl.FC=1C=C(C=C(C1)C=1C=NN(C1)C1=CC(=CC=C1)F)CN